(R)-3-(6-Fluoro-7-methyl-1H-benzo[d]imidazol-2-yl)-2-methyl-N-((S)-11-oxo-2,3,10,11-tetrahydro-1H,5H-benzo[d]pyrazolo[1,2-a][1,2]diazepin-10-yl)propanamid FC=1C=CC2=C(NC(=N2)C[C@H](C(=O)N[C@H]2C3=C(CN4N(C2=O)CCC4)C=CC=C3)C)C1C